(2R,4R)-1-tert-butoxycarbonyl-4-methoxypyrrolidine-2-carboxylic acid C(C)(C)(C)OC(=O)N1[C@H](C[C@H](C1)OC)C(=O)O